C(CC(=O)N[C@@H](CS)C(=O)NCC(=O)N)[C@@H](C(=O)O)N The molecule is the dicarboxylic acid monoamide arising by formal condensation of the carboxylic acid group of the glycine residue of glutathione with ammonia. It is a glutathione derivative, a tripeptide and a dicarboxylic acid monoamide. It is a tautomer of a glutathione amide zwitterion.